tert-butyl (1S,2R,3R,5R)-3-([6-[2-(dimethylcarbamoyl)-5-(methoxymethoxy)-1-benzofuran-6-yl]-1,2,4-triazin-3-yl] (methyl) amino)-2-fluoro-8-azabicyclo[3.2.1]octane-8-carboxylate CN(C(=O)C=1OC2=C(C1)C=C(C(=C2)C2=CN=C(N=N2)N([C@H]2[C@H]([C@@H]1CC[C@H](C2)N1C(=O)OC(C)(C)C)F)C)OCOC)C